(12AR)-10-chloro-7-cyano-9-(2-fluoro-6-hydroxyphenyl)-3,4,12,12a-tetrahydro-6H-pyrazino[2,1-c][1,4]benzooxazepine-2(1H)-carboxylic acid tert-butyl ester C(C)(C)(C)OC(=O)N1C[C@@H]2COC3=C(CN2CC1)C(=CC(=C3Cl)C3=C(C=CC=C3O)F)C#N